5-((1,4-dimethylpiperazin-2-yl)methoxy)pyridin CN1C(CN(CC1)C)COC=1C=CC=NC1